ClCC1=NC(=NO1)C1C2CN(CC12)C1=CC=CC=C1 5-(chloromethyl)-3-(3-phenyl-3-azabicyclo[3.1.0]hex-6-yl)-1,2,4-oxadiazole